5-(4-amino-2,6-dichlorophenoxy)-1-cyclopropyl-3-methyl-1,2-dihydropyridin-2-one NC1=CC(=C(OC=2C=C(C(N(C2)C2CC2)=O)C)C(=C1)Cl)Cl